CN(C1=CC=C(C=C1)C(C(C=C(C=CC(=O)NO)C)C)=O)C 7-[4-(dimethylamino)phenyl]-N-hydroxy-4,6-dimethyl-7-oxo-2,4-heptadienamide